O1C(=NC2=C1C=CC=C2)C2CCN(CC2)C2=C(C(N(C1=CC(=CC=C21)C)C)=O)C(=O)N 4-[4-(1,3-benzoxazol-2-yl)piperidin-1-yl]-1,7-dimethyl-2-oxo-1,2-dihydroquinoline-3-carboxamide